C1(CC1)C1=C(C=CC(=C1)C(N=C1NCCN1)=O)NC=1C(=C(C(=O)NC(C)C)C=C(C1)F)F 3-[(2-cyclopropyl-4-{[imidazolidin-2-ylidene]carbamoyl}phenyl)amino]-2,5-difluoro-N-(propan-2-yl)benzamide